2,3-di-(2'-hydroxyethyl)-cyclohexane-1-ol OCCC1C(CCCC1CCO)O